((5-bromo-2-methyl-1,2,3,4-tetrahydroisoquinolin-7-yl)amino)-5-((2-fluoro-6-(trifluoromethyl)phenyl)amino)-1,2,4-triazine-6-carboxamide BrC1=C2CCN(CC2=CC(=C1)NC=1N=NC(=C(N1)NC1=C(C=CC=C1C(F)(F)F)F)C(=O)N)C